C(#N)CN1N=CN=C1C(=O)OC methyl 2-(cyanomethyl)-1,2,4-triazole-3-carboxylate